OCCC=O 3-hydroxy-1-propanone